C(#C)C1=NN2C(OCC2)=C1 6-Ethynyl-2,3-dihydropyrazolo[5,1-b]oxazole